tert-butyl (1-((1H-indol-1-yl)sulfonyl)piperidin-4-yl)carbamate N1(C=CC2=CC=CC=C12)S(=O)(=O)N1CCC(CC1)NC(OC(C)(C)C)=O